OC(CNC1=CC=C(C=2C(C3=CC=CC=C3C(C12)=O)=O)NCC(CO)O)CO 1,4-bis(beta,gamma-dihydroxypropylamino)anthraquinone